2-(1-benzyl-6-oxo-1,6-dihydropyridin-3-yl)-N-((2-(2,6-dioxopiperidin-3-yl)-1-oxoisoindol-5-yl)methyl)-2,2-difluoroacetamide C(C1=CC=CC=C1)N1C=C(C=CC1=O)C(C(=O)NCC=1C=C2CN(C(C2=CC1)=O)C1C(NC(CC1)=O)=O)(F)F